(2-(3-(1-(fluoromethyl)-1H-pyrazol-4-yl)benzoylamino)-1-phenyl-1H-imidazol-4-yl)butanoic acid FCN1N=CC(=C1)C=1C=C(C(=O)NC=2N(C=C(N2)C(C(=O)O)CC)C2=CC=CC=C2)C=CC1